C(CC(O)(C(=O)O)CC(=O)O)(=O)O.C(CC(O)(C(=O)O)CC(=O)O)(=O)O citric acid dihydrogen citrate